4,6-dinitro-benzene-diol [N+](=O)([O-])C=1C=C(C(=C(C1)[N+](=O)[O-])O)O